(+)-1,6-Bis(methyl)hexane CCCCCCCC